1-methyl-5-(trimethylstannyl)-1H-imidazole-4-carboxylic acid methyl ester COC(=O)C=1N=CN(C1[Sn](C)(C)C)C